4-[6-({5-[2-Cyclopropyl-6-(trifluoromethyl)pyridin-4-yl]-7-({[1-(methoxymethyl)cyclobutyl]methyl}(methyl)amino)-1H-imidazo[4,5-b]pyridin-2-yl}carbamoyl)pyridin-3-yl]butanoic acid C1(CC1)C1=NC(=CC(=C1)C1=CC(=C2C(=N1)N=C(N2)NC(=O)C2=CC=C(C=N2)CCCC(=O)O)N(C)CC2(CCC2)COC)C(F)(F)F